FC1(C(C1)CC(CC#N)=O)F 4-(2,2-Difluorocyclopropyl)-3-oxo-butanenitrile